8-bromo-2-(2-(4-((trifluoromethyl)sulfonyl)phenoxy)acetyl)-1,3,4,12a-tetrahydrobenzo[e]pyrazino[1,2-a][1,4]diazepine-6,12(2H,11H)-dione BrC1=CC2=C(NC(C3N(C2=O)CCN(C3)C(COC3=CC=C(C=C3)S(=O)(=O)C(F)(F)F)=O)=O)C=C1